4-(3-indolyl)-1,3-thiazole N1C=C(C2=CC=CC=C12)C=1N=CSC1